ClC1=CC=C2C(=N1)N=C(O2)N2CCN(CC2)C(=O)C2=CC(=C(C=C2)OCC(C)(C)C)C [4-(5-chlorooxazolo[4,5-b]pyridin-2-yl)piperazin-1-yl]-[4-(2,2-dimethylpropoxy)-3-methyl-phenyl]methanone